C(C)(C)(C)OC(=O)N1CC=2N([C@@H](C1)CC(=O)O)N=C(C2C2=CC=NC=C2)C2=CC=C(C=C2)F |r| [(7RS)-5-(tert-butoxycarbonyl)-2-(4-fluorophenyl)-3-(pyridin-4-yl)-4,5,6,7-tetrahydropyrazolo[1,5-a]pyrazin-7-yl]acetic acid